4'-Chloro-5'-(4-(2-methoxyethyl)phenyl)-1',2'-dihydrospiro[cyclopentane-1,3'-pyrrolo[2,3-b]pyridin] ClC1=C2C(=NC=C1C1=CC=C(C=C1)CCOC)NCC21CCCC1